BrC=1N(C2=NC(=NC(=C2N1)N)F)CC1=CC(=CC(=C1)F)CBr 8-bromo-9-(3-(bromomethyl)-5-fluorobenzyl)-2-fluoro-9H-purin-6-amine